5-dibutyloctyl-3,6-bis(5-bromothiophen-2-yl)pyrrolo[3,4-c]pyrrole-1,4-dione C(CCC)C(CCCCCCC)(N1C(=C2C(C1=O)=C(NC2=O)C=2SC(=CC2)Br)C=2SC(=CC2)Br)CCCC